4-(2-(5-((tert-butyldimethylsilyl) oxy)-6-(4-fluorobenzyl)-3,3-dimethyl-2,3-dihydro-1H-pyrrolo[3,2-b]pyridin-1-yl)-2-oxoethyl)-2-methylpiperazine-1-carboxylate [Si](C)(C)(C(C)(C)C)OC1=C(C=C2C(=N1)C(CN2C(CN2CC(N(CC2)C(=O)[O-])C)=O)(C)C)CC2=CC=C(C=C2)F